O=C(C(=O)OCCOCCOC(CC1=C(C=CC=C1)OOCCOC(C(C1=CC=CC=C1)=O)=O)=O)C1=CC=CC=C1 2-[2-oxo-2-phenyl-acetoxy-ethoxy]-oxy-phenyl-acetic acid-2-[2-oxo-2-phenyl-acetoxy-ethoxy]-ethyl ester